FC1=C(C=C(C=C1)CC1=NNC(C2=CC=CC=C12)=O)C(=O)N1CCC(CC1)NC1=NC=C2C(=N1)N(N(C2=O)C)C2=NC=CC=C2 4-[[4-fluoro-3-[4-[[2-methyl-3-oxo-1-(2-pyridyl)pyrazolo[3,4-d]pyrimidin-6-yl]amino]piperidine-1-carbonyl]phenyl]methyl]-2H-phthalazin-1-one